2-allyl-8-nitro-1,2,3,4-tetrahydroquinoline-6-carboxylic acid methyl ester COC(=O)C=1C=C2CCC(NC2=C(C1)[N+](=O)[O-])CC=C